FC1=C(C=C(C2=C1CCO2)CC2=CC(=C(C=C2)C(NC[C@H]2OCCC2)=O)F)C(=O)N[C@H]2CCOC[C@@H]2O 1,5-anhydro-2,3-dideoxy-3-(((4-fluoro-7-(3-fluoro-4-(((2S)-tetrahydrofuran-2-ylmethyl)carbamoyl)-benzyl)-2,3-dihydro-1-benzofuran-5-yl)carbonyl)amino)-L-threo-pentitol